C(C)(C)(C)OC(=O)N1CC2=C(CC1)N=C(S2)NC2=NC1=C(N2C)C=CC(=C1)C(=O)O 2-((5-(tert-butoxycarbonyl)-4,5,6,7-tetrahydrothiazolo[5,4-c]pyridin-2-yl)amino)-1-methyl-1H-benzo[d]imidazole-5-carboxylic acid